ClC1=CC(=C(CCNC(OC(C)(C)C)=O)C=C1)NC tert-butyl (4-chloro-2-(methylamino)phenethyl)carbamate